NCC=1C=CC(=C(C(=O)NC(C)C=2C=C(C=C(C2)C=2C=NN(C2)C)C2=CC(=CC(=C2)C(=O)N2CCOCC2)Cl)C1)C 5-(aminomethyl)-N-(1-(3'-chloro-5-(1-methyl-1H-pyrazol-4-yl)-5'-(morpholine-4-carbonyl)-[1,1'-biphenyl]-3-yl)ethyl)-2-methylbenzamide